(8-methyl-5,6,7,8-tetrahydrocinnolin-3-yl)methanol CC1CCCC=2C=C(N=NC12)CO